FC(CN1N=CC=2C1=NC(=NC2OC)N2CCC1(CC(N(C1)C1=NC=CC(=C1)C(F)(F)F)=O)CC2)F 8-[1-(2,2-difluoroethyl)-4-methoxy-1H-pyrazolo[3,4-d]pyrimidin-6-yl]-2-[4-(trifluoromethyl)pyridin-2-yl]-2,8-diazaspiro[4.5]decan-3-one